ClC=1C(NN=CC1N[C@H](COCCS(=O)(=O)N1CCN(CC1)C=1SC(=CN1)C(F)(F)F)C)=O (S)-4-Chloro-5-((1-(2-((4-(5-(trifluoromethyl)thiazol-2-yl)piperazin-1-yl)sulfonyl)ethoxy)propan-2-yl)amino)pyridazin-3(2H)-one